NC[C@H](CC(=O)O)C[C@H](C)C1CCCC1 (3s,5s)-3-aminomethyl-5-cyclopentyl-hexanoic acid